ethyl 2-(((1R,3R)-9'-(benzyloxy)-5'-(3,4-difluorophenyl)-4',4'-dimethyl-4',5'-dihydro-3'H-spiro[cyclobutane-1,1'-pyrano[4,3-b]indol]-3-yl)oxy)propanoate C(C1=CC=CC=C1)OC=1C=2C3=C(N(C2C=CC1)C1=CC(=C(C=C1)F)F)C(COC31CC(C1)OC(C(=O)OCC)C)(C)C